C1N(CC2=CC=CC=C12)CC1=C2C=CC=NC2=C(C=C1)OCC1=CC=C(C(=O)N(C)C)C=C1 4-(((5-(Isoindolin-2-ylmethyl)quinolin-8-yl)oxy)methyl)-N,N-dimethyl-benzamide